FC(C=1C(=C(C=CC1)[C@@H](C)NC=1C2=C(N=C(N1)C)C=NC(=C2)O[C@H]2COCC2)F)F N-{(1R)-1-[3-(difluoromethyl)-2-fluorophenyl]ethyl}-2-methyl-6-{[(3R)-oxolan-3-yl]oxy}pyrido[3,4-d]pyrimidin-4-amine